C1(CCCCC1)C=1C=C(C=C(C1)C1CCCCC1)N(C1=C(C=C(C(=O)N)C=C1)C)C 4-((3,5-dicyclohexylphenyl)(methyl)amino)-3-methylbenzamide